NC(CC1=CC=C(C=C1)NC(=O)C1CC(CCC1C(C)C)C)=O (2S,5R)-N-[4-(2-Amino-2-oxoethyl)phenyl]-p-menthanecarboxamide